5-[(1R)-2,2,3-trimethyl-3-cyclopenten-1-yl]-4-penten-2-ol CC1([C@H](CC=C1C)C=CCC(C)O)C